N-[(S)-1-(4-fluoro-3-methoxyphenyl)ethyl]-8-cyclopropyl-4-[5-(hydroxymethyl)-1,4-diazepan-1-yl]-6-methyl-1,7-diaza-3-naphthamide FC1=C(C=C(C=C1)[C@H](C)NC(=O)C=1C=NC2=C(N=C(C=C2C1N1CCNC(CC1)CO)C)C1CC1)OC